NCCCNC 3-amino-1-methylamino-propane